CC=1C(C2=CC(=C(C=C2C(C1)=O)Cl)Cl)=O 2-methyl-6,7-dichloro-1,4-naphthoquinone